5-chloro-2-(1-(4-((5-cyclopropyl-1H-pyrazol-3-yl)amino)quinazolin-2-yl)-1,2,3,6-tetrahydropyridin-4-yl)benzonitrile ClC=1C=CC(=C(C#N)C1)C=1CCN(CC1)C1=NC2=CC=CC=C2C(=N1)NC1=NNC(=C1)C1CC1